P(=O)(OCCCC)(OOCCCCCCCCCCCCCCCCCC)[O-] n-butyl octadecyloxy phosphate